CC1(CN(CC1)C1=CC(=C(C=N1)C1CN(CC1)C(C=C)=O)C1=NN(C=C1)C)C 1-(3-(6-(3,3-dimethylpyrrolidin-1-yl)-4-(1-methyl-1H-pyrazol-3-yl)pyridin-3-yl)pyrrolidin-1-yl)prop-2-en-1-one